C(C)(C)(C)C=1C=C2C(=C([N+](=C(C2=CC1)C)[O-])C(=C)C)C1=CC=CC=C1 6-(tert-butyl)-1-methyl-4-phenyl-3-(propen-2-yl)isoquinoline 2-oxide